1-(5-(bromomethyl)-4-fluoropyridin-2-yl)dihydropyrimidine-2,4(1H,3H)-dione BrCC=1C(=CC(=NC1)N1C(NC(CC1)=O)=O)F